C(C)(C)(C)OC(=O)N1CCC(=CC1)C1=CC(=C(C=C1)NC(=O)C1=CC(=C(C=C1)C=1CCN(CC1)C(=O)OC(C)(C)C)F)Cl tert-butyl 4-(4-((4-(1-(tert-butoxycarbonyl)-1,2,3,6-tetrahydropyridin-4-yl)-2-chlorophenyl)carbamoyl)-2-fluorophenyl)-3,6-dihydropyridine-1(2H)-carboxylate